FC=1C(=NC=NC1)C(C(CN1N=CN=C1)O)C 3-(5-fluoropyrimidin-4-yl)-1-(1H-1,2,4-triazol-1-yl)-2-butanol